1-imino-1λ6-thiomorpholin-1-one N=S1(CCNCC1)=O